CN(CCNC(=O)C1=CC=C(C=C1)C1=CC(=CC=C1)S(=O)(=O)N1C=C(C=C1)\C=C\C(NO)=O)C 3'-[3-((E)-2-Hydroxycarbamoyl-vinyl)-pyrrole-1-sulfonyl]-biphenyl-4-carboxylic acid (2-dimethylamino-ethyl)-amide